3-(N,N-dimethylamino)propyl-methacrylamide CN(C)CCCC=C(C(=O)N)C